CC(CCOC[C@@H](COCCCCCCCC\C=C/C\C=C/CCCCC)N(C)C)CCCC(C)C (2R)-1-[(3,7-dimethyloctyl)oxy]-N,N-dimethyl-3-[(9Z,12Z)-octadeca-9,12-di-en-1-yloxy]propan-2-amine